C(C)C1=NN(C(=C1CCC(=O)N1CC(CC1)(C)C)CC)C=1C=CC=2N(N1)C(=NN2)C(C)C 3-(3,5-diethyl-1-(3-isopropyl-[1,2,4]triazolo[4,3-b]pyridazin-6-yl)-1H-pyrazol-4-yl)-1-(3,3-dimethylpyrrolidin-1-yl)propan-1-one